5-(difluoromethyl)-3-ethyl-2-fluoro-phenylacetic acid FC(C=1C=C(C(=C(C1)CC(=O)O)F)CC)F